2-(2,2-bis(8-((2-(Butylthio)ethyl)thio)octyl)-1,3-dioxolan-4-yl)ethyl 4-((3-hydroxypropyl)(methyl)amino)butanoate OCCCN(CCCC(=O)OCCC1OC(OC1)(CCCCCCCCSCCSCCCC)CCCCCCCCSCCSCCCC)C